N(=[N+]=[N-])CCCCNC(CCC(CCC(=O)NCCCCN=[N+]=[N-])(CCC(=O)NCCCCN=[N+]=[N-])NC(CCCCCCCCCCC(=O)OC(C)(C)C)=O)=O Tert-butyl 12-((1,7-bis((4-azidobutyl) amino)-4-(3-((4-azidobutyl) amino)-3-oxopropyl)-1,7-dioxoheptan-4-yl) amino)-12-oxododecanoate